N-(4-(4-amino-5-(4-(azetidine-1-carbonyl)-3-methoxyphenyl)pyrazolo[5,1-f][1,2,4]triazin-6-yl)phenyl)-2-fluoroacrylamide NC1=NC=NN2C1=C(C(=N2)C2=CC=C(C=C2)NC(C(=C)F)=O)C2=CC(=C(C=C2)C(=O)N2CCC2)OC